NC1=NC2=CC(=CC=C2C=C1F)C[C@@H]1CC[C@]2([C@@H]1O[C@H]([C@@H]2O)N2C=C(C1=C2N=C(N=C1N)C)F)O (2R,3R,3aS,6S,6aR)-6-((2-amino-3-fluoroquinolin-7-yl)methyl)-2-(4-amino-5-fluoro-2-methyl-7H-pyrrolo[2,3-d]pyrimidin-7-yl)hexahydro-3aH-cyclopenta[b]furan-3,3a-diol